[C@@H]1([C@@H](O)[C@H](O)[C@H](O)[C@@H](O1)C)OCCNC(CN([C@@H](CCCCNC(CCCCC(=O)O)=O)C(=O)NCCO[C@H]1[C@@H](O)[C@H](O)[C@H](O)[C@@H](O1)C)CC(NCCO[C@H]1[C@@H](O)[C@H](O)[C@H](O)[C@@H](O1)C)=O)=O (S)-6-{[5-(bis[2-({2-[(α-L-fucopyranosyl)oxy]ethyl}amino)-2-oxoethyl]amino)-6-({2-[(α-L-fucopyranosyl)oxy]ethyl}amino)-6-oxohexyl]amino}-6-oxohexanoic acid